C(CCCCCCCCCC)NCCCCCCN N-undecylhexane-1,6-diamine